C(#N)C1=CC=C(C=N1)NC(=O)[C@@H]1CN([C@H](O1)C(F)(F)F)C1=CC(=C(C=C1)[N+](=O)[O-])C (2R,5S)-N-(6-Cyanopyridin-3-yl)-3-(3-methyl-4-nitrophenyl)-2-(trifluoromethyl)oxazolidin-5-carboxamid